C(C)(C)(C)OC(=O)N1N=CC(=C1)CC1=CC(=CC=C1)F 4-(3-fluorobenzyl)-1H-pyrazole-1-carboxylic acid tert-butyl ester